C1(CC1)C1COCCN1C1=CC2=C(C=N1)C(=NN2C)C=2C(=C(C(=C(C2)C(F)(F)F)F)O)F 3-(6-(3-Cyclopropylmorpholino)-1-methyl-1H-pyrazolo[4,3-c]pyridin-3-yl)-2,6-difluoro-5-(trifluoromethyl)phenol